(2-(4-benzylpiperazin-1-yl)phenyl)methanol C(C1=CC=CC=C1)N1CCN(CC1)C1=C(C=CC=C1)CO